(2S)-2-[[(E)-3-(2,5-dimethoxyphenyl)prop-2-enoyl]amino]-N-[4-(hydroxycarbamoyl)phenyl]-3-(1H-imidazol-5-yl)propanamide COC1=C(C=C(C=C1)OC)/C=C/C(=O)N[C@H](C(=O)NC1=CC=C(C=C1)C(NO)=O)CC1=CN=CN1